6-chloro-4-phenyl-3-(phenylsulfonyl)quinoline ClC=1C=C2C(=C(C=NC2=CC1)S(=O)(=O)C1=CC=CC=C1)C1=CC=CC=C1